ClC1=CC(=C(C=C1)C1(OC2=C(O1)C=CC=C2C2CCN(CC2)CC=2N(C(=CN2)C=O)CC2=C(N=CO2)C)C)F 2-((4-(2-(4-chloro-2-fluorophenyl)-2-methylbenzo[d][1,3]Dioxol-4-yl)Piperidin-1-yl)methyl)-1-((4-methyl-oxazol-5-yl)methyl)-1H-imidazole-5-carbaldehyde